(3-cyano-2,4-difluoro-phenyl)boronic acid C(#N)C=1C(=C(C=CC1F)B(O)O)F